bis(3-methoxy-4-(prop-2-yn-1-yloxy)phenyl)dimethylphosphine oxide COC=1C=C(C=CC1OCC#C)C(P(C)=O)C1=CC(=C(C=C1)OCC#C)OC